6-((1H-pyrazol-3-yl)methyl)-4-methyl-2-((2-oxo-2,3-dihydro-1H-imidazol-1-yl)methyl)-4H-thiazolo[5',4':4,5]pyrrolo[2,3-d]pyridazin-5(6H)-one N1N=C(C=C1)CN1N=CC2=C(C1=O)N(C1=C2SC(=N1)CN1C(NC=C1)=O)C